COC(=O)C1=CNC(C(=C1)C(NC)=O)=O 5-(methylcarbamoyl)-6-oxo-1,6-dihydropyridine-3-carboxylic acid methyl ester